4-(3-bromo-2-cyano-6-(((S)-tetrahydrofuran-3-yl)oxy)phenoxy)-3,3-difluoropiperidine-1-carboxylic acid tert-butyl ester C(C)(C)(C)OC(=O)N1CC(C(CC1)OC1=C(C(=CC=C1O[C@@H]1COCC1)Br)C#N)(F)F